(-)-4-methyl-2-phenyl-3,6-dihydro-2H-pyran CC=1CC(OCC1)C1=CC=CC=C1